C(C)OC(=O)C=1C(=C2C(=NC1)N(C=C2)S(=O)(=O)C2=CC=C(C)C=C2)NC2CCC(CC2)CS(=O)(=O)O ((1r,4r)-4-((5-(ethoxycarbonyl)-1-tosyl-1H-pyrrolo[2,3-b]pyridin-4-yl)amino)cyclohexyl)methanesulfonic acid